NC1=NC(=NC(=C1)C(C)C)NC(=O)NC1=CC=C(C=C1)OC(F)(F)F 1-(4-amino-6-isopropylpyrimidin-2-yl)-3-(4-(trifluoromethoxy)phenyl)urea